1'-((3-fluoro-4-oxo-4,5-dihydropyrrolo[1,2-a]quinoxalin-7-yl)methyl)-N,2-dimethyl-1',2',3',6'-tetrahydro-[3,4'-bipyridine]-6-carboxamide FC=1C=CN2C1C(NC1=CC(=CC=C21)CN2CCC(=CC2)C=2C(=NC(=CC2)C(=O)NC)C)=O